ClC=1C2=CC=NC=C2C(=C2C=CN=CC12)Cl 9,10-dichloro-2,6-diazaanthracene